2,2-di-(tert-butylperoxy)butane C(C)(C)(C)OOC(C)(CC)OOC(C)(C)C